C(#N)C1=CC(=C(C=2C3=C(NC12)CCC3)C3=CCCN(C3)C(=O)OC(C)(C)C)F tert-butyl 5-(5-cyano-7-fluoro-1,2,3,4-tetrahydrocyclopenta[b]indol-8-yl)-3,6-dihydro-2H-pyridine-1-carboxylate